NC1=C(C(=C(C(=C1C(=O)OC)F)CCC(=O)O)C1=NC(=CC(=C1C(F)(F)F)C)N(CC1=CC=C(C=C1)OC)CC1=CC=C(C=C1)OC)F 3-(4-amino-2-(6-(bis(4-methoxybenzyl)amino)-4-methyl-3-(trifluoromethyl)pyridin-2-yl)-3,6-difluoro-5-(methoxycarbonyl)phenyl)propanoic acid